BrC1=CC=C(C=C1)C=1CCN(CC1NC(=O)OCC)C(=O)OC(C)(C)C tert-butyl 4-(4-bromophenyl)-5-((ethoxycarbonyl)amino)-3,6-dihydropyridine-1(2H)-carboxylate